6-fluoro-1-methyl-2H-3,1-benzoxazine-2,4(1H)-dione FC=1C=CC2=C(C(OC(N2C)=O)=O)C1